(S)-4-Ethyl-4,9-dihydroxy-1H-pyrano[3',4':6,7]indolizino[1,2-b]quinoline-3,14(4H,12H)-dione C(C)[C@]1(C(OCC=2C(N3CC=4C(=NC=5C=CC(=CC5C4)O)C3=CC21)=O)=O)O